C12C(C(CC1)O)O2 3-epoxycyclopentanol